2-(cyclohexyl-2-oxoethyl)-4H-benzo[d][1,3]oxathiin-4-one C1(CCCCC1)C(CC1OC(C2=C(S1)C=CC=C2)=O)=O